C(C1=CC=CC=C1)OC1=CC=C(C=C1)C(CO)(F)F 2-(4-(benzyloxy)phenyl)-2,2-difluoroethanol